COCCN1N=CC(=C1)C=1N=C(C2=C(N1)OC(=C2C(=O)N)C)NC2(CC2)C [1-(2-methoxyethyl)-1H-pyrazol-4-yl]-6-methyl-4-[(1-methylcyclopropyl)amino]furo[2,3-d]pyrimidine-5-carboxamide